NCC=1C=C(C=CC1)C1=NN2C(C(=N1)COC1=C(C=CC=C1)CC(=O)O)=CC=C2 2-(2-((2-(3-(aminomethyl)phenyl)pyrrolo[2,1-f][1,2,4]triazin-4-yl)methoxy)phenyl)acetic acid